NC1=NC(=CC(=N1)C=1N=NN(C1)CC1=CC=CC(=N1)C1(CCC1)CC(=O)O)C1=C(C(=CC=C1)C#N)OC {1-[6-({4-[2-Amino-6-(3-cyano-2-methoxyphenyl)-4-pyrimidinyl]-1H-1,2,3-triazol-1-yl}methyl)-2-pyridyl]cyclobutyl}acetic acid